(R)-6-(3-aminopyrrolidin-1-yl)-1-(but-2-yn-1-yl)-3-((2-oxo-1,2-dihydroquinolin-4-yl)methyl)pyrimidine-2,4(1H,3H)-dione N[C@H]1CN(CC1)C1=CC(N(C(N1CC#CC)=O)CC1=CC(NC2=CC=CC=C12)=O)=O